4-amino-N-(3-fluoro-4-(trifluoromethyl)benzyl)-N,1-dimethyl-1H-pyrazolo[4,3-c]quinoline-8-carboxamide NC1=NC=2C=CC(=CC2C2=C1C=NN2C)C(=O)N(C)CC2=CC(=C(C=C2)C(F)(F)F)F